(5-(3-fluorobenzyl)pyridin-2-yl)picolinamide FC=1C=C(CC=2C=CC(=NC2)C=2C(=NC=CC2)C(=O)N)C=CC1